COC1=C(CNC2=NC(=NC(=C2)N)[C@H](C)F)C=CC(=C1)OC (S)-N4-(2,4-dimethoxybenzyl)-2-(1-fluoroethyl)pyrimidine-4,6-diamine